CC1=C(C=NC=2OCCNC21)N2CC=1N=C(N=CC1CC2)NC2=CC=C(C=C2)CO {4-[(7-{8-methyl-1H,2H,3H-pyrido[2,3-b][1,4]oxazin-7-yl}-5H,6H,7H,8H-pyrido[3,4-d]pyrimidin-2-yl)amino]phenyl}methanol